CC=1C=C(C=CC1OC1=CC2=C(N(C=N2)C)C=C1)NC=1C2=C(N=CN1)SC(=N2)NC(C2=CC=CC=C2)=O N-[7-({3-methyl-4-[(1-methyl-1,3-benzodiazol-5-yl)oxy]phenyl}amino)-[1,3]thiazolo[5,4-d]pyrimidin-2-yl]benzamide